CS(=O)(=O)N1CC(C1)OCCCN {3-[(1-methanesulfonylazetidin-3-yl)oxy]propyl}amine